C(C)(C)N1N=C(C(=C1)[N+](=O)[O-])C1=NC=CC=C1 2-(1-isopropyl-4-nitro-1H-pyrazol-3-yl)pyridine